FC=1C=C(C=C(C1)F)C1=CC=CC(=N1)C[C@@H]1N(CC([C@@H]1NS(=O)(=O)C)(F)F)C(=O)C1(CCC1)O |r| rac-N-[(2S,3R)-2-{[6-(3,5-difluorophenyl)-pyridin-2-yl]methyl}-4,4-difluoro-1-(1-hydroxycyclobutane-1-carbonyl)pyrrolidin-3-yl]methanesulfonamide